tert-butyl ((2-((3-(5-(((2-acetamidoethyl)amino)methyl)-3'-chloro-6-methoxy-[2,4'-bipyridin]-2'-yl)-2-chlorophenyl)amino)-3-fluoropyridin-4-yl)methyl)(1-acetylpiperidin-4-yl)carbamate C(C)(=O)NCCNCC=1C=CC(=NC1OC)C1=C(C(=NC=C1)C=1C(=C(C=CC1)NC1=NC=CC(=C1F)CN(C(OC(C)(C)C)=O)C1CCN(CC1)C(C)=O)Cl)Cl